6-Amino-2H-spiro[benzofuran-3,4'-piperidine]-1'-carboxylic acid tert-butyl ester C(C)(C)(C)OC(=O)N1CCC2(CC1)COC1=C2C=CC(=C1)N